6-(3-amino-6-(5-((dimethylamino)methyl)-2,3-difluoro-4-morpholinophenyl)-5-fluoropyrazin-2-yl)-4-fluoroisoquinolin-1(2H)-one NC=1C(=NC(=C(N1)F)C1=C(C(=C(C(=C1)CN(C)C)N1CCOCC1)F)F)C=1C=C2C(=CNC(C2=CC1)=O)F